phthalic (2-ethylhexyl) ester C(C)C(COC(C=1C(C(=O)O)=CC=CC1)=O)CCCC